3-[4-[4-[4-[(3R,5R)-5-[(5-bromo-1-methyl-6-oxo-pyridazin-4-yl)amino]-1-methyl-3-piperidyl]benzoyl]piperazin-1-yl]-1-piperidyl]piperidine-2,6-dione BrC1=C(C=NN(C1=O)C)N[C@@H]1C[C@@H](CN(C1)C)C1=CC=C(C(=O)N2CCN(CC2)C2CCN(CC2)C2C(NC(CC2)=O)=O)C=C1